ClC1=C2C(=NNC2=CC=C1)N1[C@@H](CC(C1)(F)F)C 4-chloro-3-[(2R)-4,4-difluoro-2-methyl-pyrrolidin-1-yl]-1H-indazole